(S)-2-(4-(4-cyanophenyl)indoline-1-carbonyl)pyrrolidine-1-carbonitrile C(#N)C1=CC=C(C=C1)C1=C2CCN(C2=CC=C1)C(=O)[C@H]1N(CCC1)C#N